C(C)(C)(C)OC(=O)N[C@@H](C(C)C)C(=O)N1[C@@H]([C@H]2C([C@H]2C1)(C)C)C(=O)OC Methyl (1R,2S,5S)-3-[N-(tert-butoxycarbonyl)-L-valyl]-6,6-dimethyl-3-azabicyclo[3.1.0]hexane-2-carboxylate